ClC=1N(N=C2C1N=NN(C2=O)[C@H]2CCOCCC2)CC2=C(C=CC=C2)F (R)-7-chloro-6-(2-fluorobenzyl)-3-(oxepan-4-yl)-3,6-dihydro-4H-pyrazolo[4,3-d][1,2,3]triazin-4-one